C(CCCCCCCCCCCCCCCCC)(=O)OCC(O)CO monoglycerol stearate